6-Chloro-3-((1-(4-(difluoromethyl)phenyl)-4-methyl-1H-1,2,3-triazol-5-yl)methoxy)pyridazine-4-Formonitrile ClC1=CC(=C(N=N1)OCC1=C(N=NN1C1=CC=C(C=C1)C(F)F)C)C#N